ClC1=CC=CC2=C1NC(=N2)CNC=2C=1N(N=C(C2)NC2CCNCC2)C(=CN1)C1=CSC=C1 N8-((7-chloro-1H-benzo[d]imidazol-2-yl)methyl)-N6-(piperidin-4-yl)-3-(thiophen-3-yl)imidazo[1,2-b]pyridazine-6,8-diamine